CCC(CC)OOC(C(CCCCCCCCCCCCCCCC)F)=O 2-fluorooctadecanoic acid 3-pentyloxy ester